OC1=CC=C2[C@H]([C@H](COC2=C1)C1=CC=CC=C1)C1=C(C=C(C=C1)N1CCC(CC1)C=O)OC (4-((3S,4R)-7-hydroxy-3-phenylchroman-4-yl)-3-methoxyphenyl)piperidine-4-carbaldehyde